BrC1=CC(=C(C=C1)N1C(C(=CC1)C)=O)Cl 1-(4-bromo-2-chlorophenyl)-3-methyl-1,5-dihydro-2H-pyrrol-2-one